2-[(2R)-3-(3,4-dihydro-1H-isoquinolin-2-yl)-2-hydroxy-propyl]-6-(4-tetrahydropyran-4-ylpiperazin-1-yl)-3,4-dihydroisoquinolin-1-one C1N(CCC2=CC=CC=C12)C[C@H](CN1C(C2=CC=C(C=C2CC1)N1CCN(CC1)C1CCOCC1)=O)O